Methyl 2-(4-amino-1-(2-((tert-butoxycarbonyl)amino)ethyl)-1H-pyrazolo[3,4-d]pyrimidin-3-yl)-1H-indole-6-carboxylate NC1=C2C(=NC=N1)N(N=C2C=2NC1=CC(=CC=C1C2)C(=O)OC)CCNC(=O)OC(C)(C)C